OC1=CC=C2CCN(CC2=C1)C(=O)OC(C)(C)C tert-butyl 7-hydroxy-3,4-dihydroisoquinoline-2(1H)-carboxylate